O1CC(C1)OC1=NC(=NC=C1C(F)(F)F)N[C@H]1C[C@@H](CCC1)C1=NN=C2N1C=CC=C2 4-(oxetan-3-yloxy)-N-[(1R,3R)-3-([1,2,4]triazolo[4,3-a]pyridin-3-yl)cyclohexyl]-5-(trifluoromethyl)pyrimidin-2-amine